N-(4,4-difluorocyclohexyl)-4-(5-(2,6-dimethylphenoxy)-1-methyl-2-oxo-1,2-dihydropyridin-4-yl)-6-methyl-7-oxo-6,7-dihydro-1H-pyrrolo[2,3-c]pyridine-2-carboxamide FC1(CCC(CC1)NC(=O)C1=CC2=C(C(N(C=C2C2=CC(N(C=C2OC2=C(C=CC=C2C)C)C)=O)C)=O)N1)F